C(#N)C=1C=C(C=CC1)CC(C=1SC=CN1)NS(=O)(=O)C=1C=C(C(=O)OC)C=CC1 methyl 3-[[2-(3-cyanophenyl)-1-thiazol-2-yl-ethyl]sulfamoyl]benzoate